COC(C(N1C(C2=CC(=CC=C2C1)C1=CC=C(C=C1)C1CCN(CC1)C)=O)C1=CC(=CC=C1)F)=O (3-fluorophenyl)-2-[6-[4-(1-methyl-4-piperidinyl)phenyl]-1-oxo-isoindol-2-yl]acetic acid methyl ester